4-((5-nitro-1-(Benzenesulfonyl)-1H-pyrrolo[2,3-b]pyridin-4-yl)amino)benzonitrile [N+](=O)([O-])C=1C(=C2C(=NC1)N(C=C2)S(=O)(=O)C2=CC=CC=C2)NC2=CC=C(C#N)C=C2